NC[C@@]1(OC2=C([C@@H]1C)C(=C(C(=C2)F)Cl)C2=C(C(=O)N)C=CC(=C2F)OC(F)F)C2=CC=CC=C2 2-((2s,3s,4r)-2-(aminomethyl)-5-chloro-6-fluoro-3-methyl-2-phenyl-2,3-dihydrobenzofuran-4-yl)-4-(difluoromethoxy)-3-fluorobenzamide